C(C1=CC=CC=C1)C(C(=O)C1=CC=C(C=C1)N1CCOCC1)(CC)N(C)C 2-benzyl-2-(dimethylamino)-1-(4-(4-morpholinyl)-phenyl)-1-butanone